tert-Butyl 3-(2-nitrobenzoyl)-5,6-dihydro-2H-pyridine-1-carboxylate [N+](=O)([O-])C1=C(C(=O)C=2CN(CCC2)C(=O)OC(C)(C)C)C=CC=C1